7-((2S,5R)-4-(Bis(4-fluorophenyl)methyl)-2,5-dimethylpiperazin-1-yl)-4-methyl-3-(((R)-tetrahydrofuran-2-yl)methyl)-3,4-dihydro-5H-[1,2,3]triazolo[4,5-d]pyrimidin-5-one FC1=CC=C(C=C1)C(N1C[C@@H](N(C[C@H]1C)C=1C2=C(N(C(N1)=O)C)N(N=N2)C[C@@H]2OCCC2)C)C2=CC=C(C=C2)F